4-methyl-N-[(3-methyl-2-pyrimidin-2-yl-1H-indol-5-yl)methyl]pyrimidine-5-carboxamide CC1=NC=NC=C1C(=O)NCC=1C=C2C(=C(NC2=CC1)C1=NC=CC=N1)C